N-(1,3-dioxoisoindol-5-yl)-2-(3-fluorophenyl)-2-(pyrrolidin-1-yl)acetamide O=C1NC(C2=CC(=CC=C12)NC(C(N1CCCC1)C1=CC(=CC=C1)F)=O)=O